C(CCCCCCC\C=C/CCCCCCCC)N(CCN1CCN(CC1)CCN(CCN(CCCCCCCCCCCC)CCCCCCCCCCCC)CCCCCCCCCCCC)CCCCCCCC\C=C/CCCCCCCC N1-(2-(4-(2-(Di((Z)-octadec-9-en-1-yl)amino)ethyl)piperazin-1-yl)ethyl)-N,N',N'-tridodecylethane-1,2-diamine